2,7-dimethoxy-1,3,6,8-tetrabromopyrene COC1=C(C2=CC=C3C(=C(C(=C4C=CC(=C1Br)C2=C43)Br)OC)Br)Br